C[C@@H]1CN(C[C@@H](N1)C)N1N=CC2=CC=C(C=C12)N ((3r,5s)-3,5-dimethylpiperazin-1-yl)-1H-indazol-6-amine